CC1(OB(OC1(C)C)[C@@H]1[C@H](C1)C1=CC=C2C=NN(C2=C1)C(C(F)(F)F)C)C 6-((1S,2S)-2-(4,4,5,5-tetramethyl-1,3,2-dioxaborolan-2-yl)cyclopropyl)-1-(1,1,1-trifluoropropan-2-yl)-1H-indazole